OC=1C(=C(C=CC1)C1=CC(=CC=C1)C)C hydroxy-2,3'-dimethyl-biphenyl